6-[3-(2-methoxy-4-methylsulfonyl-anilino)prop-1-ynyl]-N-[(3S,4R)-3-methyl-4-piperidyl]-1-(2,2,2-trifluoroethyl)benzimidazole-4-carboxamide COC1=C(NCC#CC=2C=C(C3=C(N(C=N3)CC(F)(F)F)C2)C(=O)N[C@H]2[C@H](CNCC2)C)C=CC(=C1)S(=O)(=O)C